N-benzyloxycarbonyl-N'-fluorenylmethoxycarbonyl-D-ornithine C(C1=CC=CC=C1)OC(=O)N[C@H](CCCNC(=O)OCC1=CC=CC=2C3=CC=CC=C3CC12)C(=O)O